CC=1C(=NC([N-]C1)=O)N 5-methyl-cytosineID